dimethylglycine-potassium salt [K+].CN(CC(=O)[O-])C